gamma-aminopropyl-tributoxysilane (2-Methoxyethyl)benzenebenzyl-(2S,4R)-4-fluoro-4-((((E)-10-methoxy-10-oxodec-2-en-1-yl)oxy)methyl)pyrrolidine-2-carboxylate hydrochloride Cl.COCC[C@@]1(N(C[C@](C1)(COC\C=C\CCCCCCC(=O)OC)F)CC1=CC=CC=C1C1=CC=CC=C1)C(=O)O.NCCC[Si](OCCCC)(OCCCC)OCCCC